N[C@@]1(N(CC(C1)O)C(CCCCCN)=O)CO amino(N-(aminocaproyl)-4-hydroxyprolinol)